2,5-dichloro-N-(3-((2,4-diaminopyrimidin-5-yl)ethynyl)-2,4-difluorophenyl)benzenesulfonamide ClC1=C(C=C(C=C1)Cl)S(=O)(=O)NC1=C(C(=C(C=C1)F)C#CC=1C(=NC(=NC1)N)N)F